4-(bis(4-methoxybenzyl)amino)-1-(4-(pyrrolidin-1-ylmethyl)benzyl)-1H-imidazo[4,5-c]Quinoline-2-carboxylic acid COC1=CC=C(CN(C2=NC=3C=CC=CC3C3=C2N=C(N3CC3=CC=C(C=C3)CN3CCCC3)C(=O)O)CC3=CC=C(C=C3)OC)C=C1